ClC1=CC(=C(COC=2C=C(OC3CCNCC3)C=CC2F)C=C1)F 4-(3-((4-Chloro-2-fluorobenzyl)oxy)-4-fluoro-phenoxy)piperidine